chloro(triethylphosphine) gold (I) [Au+].ClCCP(CC)CC